tert-butyl N-[6-benzyloxy-10,13-dioxo-6,15-bis(trifluoromethyl)-19-oxa-3,4,18-triazatricyclo[12.3.1.12,5]nonadeca-1(17),2,4,14(18),15-pentaen-17-yl]carbamate C(C1=CC=CC=C1)OC1(C2=NN=C(C3=C(C=C(C(C(CCC(CCC1)=O)=O)=N3)C(F)(F)F)NC(OC(C)(C)C)=O)O2)C(F)(F)F